2-(5H-Imidazo[5,1-a]isoindol-5-yl)-2,3-dihydro-1H-inden-1-ol C=1N=CN2C1C1=CC=CC=C1C2C2C(C1=CC=CC=C1C2)O